tert-butyl ((S)-1-(benzo[d]oxazol-2-yl)-1-oxo-3-((S)-2-oxopyrrolidin-3-yl)propan-2-yl)carbamate O1C(=NC2=C1C=CC=C2)C([C@H](C[C@H]2C(NCC2)=O)NC(OC(C)(C)C)=O)=O